O[C@@H](C(=O)NCCC(=O)OCC1C2=CC=CC=C2C=2C=CC=CC12)C(CO)(C)C (9H-Fluoren-9-yl)methyl (R)-3-(2,4-dihydroxy-3,3-dimethylbutanamido)propanoate